OCC(CNC(O[C@H]1C[C@H](CC1)C1=CC(=NN1)NC(CC1=CC(=NO1)C)=O)=O)CC (1R,3S)-3-(3-{[(3-methyl-1,2-oxazol-5-yl)acetyl]-amino}-1H-pyrazol-5-yl)-cyclopentyl [(2ξ)-2-(hydroxymethyl)butyl]-carbamate